C(C=C)(=O)N1CC(C1)(OC)CN1C2=C(N(C(C1=O)=O)C=1C(=NC=CC1C)C(C)C)N=C(C(=C2)Cl)C2=C(C=CC=C2)F 1-((1-acryloyl-3-methoxyazetidin-3-yl)methyl)-6-(2-fluorophenyl)-7-chloro-4-(2-isopropyl-4-methylpyridin-3-yl)-1,4-dihydropyrido[2,3-b]pyrazine-2,3-dione